OC(=O)C(F)(F)F.C1(CC1)N1CC2(CC1)CNCC2 2-Cyclopropyl-2,7-diaza-spiro[4.4]nonane TFA salt